7-(2,3-difluorophenethyl)-3,4,11,11a-tetrahydro-1H-pyrazino[1',2':3,4]imidazo[1,2-c]pyrimidin-9(2H)-one FC1=C(CCC=2C=C3N(C(N2)=O)CC2N3CCNC2)C=CC=C1F